COC=1C=C(CN2C(N(C3=CC=C(C=C3C2=O)C(CC#C)(O)C)C2CCOCC2)=O)C=CC1OC 3-(3,4-dimethoxybenzyl)-6-(1-hydroxyl-methylbut-3-yn-1-yl)1-(tetrahydro-2H-pyran-4-yl)quinazoline-2,4(1H,3H)-dione